6-(((5-(4-(2-methoxyphenyl)-6-methylpyridine-3-amido)-1,3,4-thiadiazol-2-yl)oxy)methyl)pyridine-2-carboxylic acid COC1=C(C=CC=C1)C1=C(C=NC(=C1)C)C(=O)NC1=NN=C(S1)OCC1=CC=CC(=N1)C(=O)O